(R)-3-(3-(2-(2-Fluoro-1H-pyrrolo[2,3-b]pyridin-3-yl)thiazol-4-yl)phenyl)-3-hydroxy-1-methylpyrrolidin-2-one FC1=C(C=2C(=NC=CC2)N1)C=1SC=C(N1)C=1C=C(C=CC1)[C@]1(C(N(CC1)C)=O)O